4-iodo-2-methoxy-N-(4-(2-(methoxymethyl)-4-methylpiperazin-1-yl)phenyl)nicotinamide IC1=CC=NC(=C1C(=O)NC1=CC=C(C=C1)N1C(CN(CC1)C)COC)OC